tert-butyl 4-[4-[[(1R)-1-[3-(difluoromethyl)-2-fluoro-phenyl]ethyl]amino]-8-methoxy-pyrido[3,4-d]pyrimidin-6-yl]-4-hydroxy-piperidine-1-carboxylate FC(C=1C(=C(C=CC1)[C@@H](C)NC=1C2=C(N=CN1)C(=NC(=C2)C2(CCN(CC2)C(=O)OC(C)(C)C)O)OC)F)F